(4-(4-amino-7-(1-isobutyrylpiperidin-4-yl)pyrrolo[2,1-f][1,2,4]triazin-5-yl)phenyl)-1-isopropyl-6-methyl-5-(1-methyl-1H-pyrazol-5-yl)-4-oxo-1,4-dihydropyridine-3-carboxamide NC1=NC=NN2C1=C(C=C2C2CCN(CC2)C(C(C)C)=O)C2=CC=C(C=C2)C=2N(C(=C(C(C2C(=O)N)=O)C2=CC=NN2C)C)C(C)C